Di-(2-ethylhexyl)terephthalat C(C)C(COC(C1=CC=C(C(=O)OCC(CCCC)CC)C=C1)=O)CCCC